C(#N)[C@H](C[C@@H]1C(NCCC1)=O)NC(=O)[C@@H]1N([C@@H]2CC([C@H]1CC2)(F)F)C([C@H](NC2=C(C=CC(=C2)F)F)C)=O (1S,3R,4S)-N-((S)-1-cyano-2-((R)-2-oxopiperidin-3-yl)ethyl)-2-((2,5-difluorophenyl)-D-alanyl)-5,5-difluoro-2-azabicyclo[2.2.2]octane-3-carboxamide